C1(CCC1)OC=1C(=CC=2C(N1)=NN(C2)CC2COCC2)C(=O)OC methyl 6-cyclobutoxy-2-((tetrahydrofuran-3-yl)methyl)-2H-pyrazolo[3,4-b]pyridine-5-carboxylate